2-(4-benzyloxy-phenoxy)acetic acid C(C1=CC=CC=C1)OC1=CC=C(OCC(=O)O)C=C1